C(=O)O.NC[C@H](C)NC(C1=C(C=C(C=C1)NC=1C=2N(C=CN1)C(=CN2)C=2C(=NNC2)C(F)(F)F)CC)=O N-[(2S)-1-aminopropan-2-yl]-2-ethyl-4-[[3-[3-(trifluoromethyl)-1H-pyrazol-4-yl]imidazo[1,2-a]pyrazin-8-yl]amino]benzamide formate